ClC=1C=C(C=CC1)CC1=CC=C(N=N1)NC(=O)C1=NN(C(C=C1)=O)C N-{6-[(3-chlorophenyl)methyl]pyridazin-3-yl}-1-methyl-6-oxo-1,6-dihydropyridazine-3-carboxamide